3,4-bisMethoxybenzaldehyde COC=1C=C(C=O)C=CC1OC